(S)-N-((9-amino-4-ethyl-8-fluoro-4-hydroxy-3,14-dioxo-3,4,12,14-tetrahydro-1H-pyrano[3',4':6,7]indolizino[1,2-b]quinolin-11-yl)methyl)methanesulfonamide NC1=CC=2C(=C3C(=NC2C=C1F)C1=CC2=C(C(N1C3)=O)COC([C@]2(O)CC)=O)CNS(=O)(=O)C